(S,E)-3-(4-fluorophenyl)-4-phenyl-N-((R)-2-sulfamoylpropyl)-N'-((4-(trifluoromethyl)phenyl)sulfonyl)-4,5-dihydro-1H-pyrazole-1-carboximidamide FC1=CC=C(C=C1)C1=NN(C[C@@H]1C1=CC=CC=C1)/C(/NC[C@@H](C)S(N)(=O)=O)=N/S(=O)(=O)C1=CC=C(C=C1)C(F)(F)F